N2-(3-pyridylmethyl)-5-nitro-2-furanamide N1=CC(=CC=C1)CNC(=O)C=1OC(=CC1)[N+](=O)[O-]